(R)-1-(2,2-difluoro-1-(tetrahydro-2H-pyran-4-yl)ethyl)-N-(5-(difluoromethoxy)-1H-pyrazol-3-yl)-1H-pyrazolo[3,4-b]pyrazin-6-amine FC([C@@H](C1CCOCC1)N1N=CC=2C1=NC(=CN2)NC2=NNC(=C2)OC(F)F)F